[Rh]=S rhodium-sulfide